CC=1C=2N(C=CC1)C=C(N2)CC(=O)NC=2SC(=CN2)C(F)(F)F 2-(8-methylimidazo[1,2-a]pyridin-2-yl)-N-(5-(trifluoromethyl)thiazol-2-yl)acetamide